ClC=1C=C2C(=CNC2=CC1)NC1=NC2=C(N1NCCC)C=CC(=C2)C(F)(F)F N2-(5-chloro-1H-indol-3-yl)-N1-propyl-5-(trifluoromethyl)-1H-benzo[d]imidazole-1,2-diamine